4-(5-((3S,4S)-3-methoxy-4-(3-tridecylureido)pyrrolidin-1-yl)-4H-1,2,4-triazol-3-yl)benzoic acid CO[C@H]1CN(C[C@@H]1NC(=O)NCCCCCCCCCCCCC)C=1NC(=NN1)C1=CC=C(C(=O)O)C=C1